tert-Butyl (6aR)-4-chloro-3-(2-fluoro-6-hydroxyphenyl)-12-oxo-1-(pyrrolidin-1-yl)-6a,7,9,10-tetrahydro-12H-pyrazino[2,1-c]pyrido[3,4-f][1,4]oxazepine-8(6H)-carboxylate ClC1=C(N=C(C=2C(N3[C@@H](COC21)CN(CC3)C(=O)OC(C)(C)C)=O)N3CCCC3)C3=C(C=CC=C3O)F